FC1=CC=C(C=C1)C1=NN2C(CO[C@H]([C@@H]2C)C)=C1 |r| (Racemic)-trans-2-(4-fluorophenyl)-6,7-dimethyl-6,7-dihydro-4H-pyrazolo[5,1-c][1,4]oxazine